2-(isopropenylcarbonyloxy)cyclohexyl 2,2-dimethylpropionate CC(C(=O)OC1C(CCCC1)OC(=O)C(=C)C)(C)C